2-(6-{5-chloro-2-[(oxan-4-yl)amino]pyrimidin-4-yl}-1-oxo-2,3-dihydro-1H-isoindol-2-yl)-N-[(1R)-1-(1-oxo-1λ5-pyridin-2-yl)ethyl]acetamide ClC=1C(=NC(=NC1)NC1CCOCC1)C1=CC=C2CN(C(C2=C1)=O)CC(=O)N[C@H](C)C1=N(C=CC=C1)=O